6-[(5R)-5-[2-[[6-(2-amino-2-methylpropoxy)-4-fluoro-2,3-dihydro-1H-inden-2-yl]methylamino]ethyl]-2-oxo-1,3-oxazolidin-3-yl]-4H-pyrazino[2,3-b][1,4]oxazin-3-one NC(COC1=CC(=C2CC(CC2=C1)CNCC[C@@H]1CN(C(O1)=O)C1=NC2=C(OCC(N2)=O)N=C1)F)(C)C